6-(imidazo[1,2-a]pyridine-3-carbonyl)-N-(3-(2-(piperazin-1-yl)ethoxy)-5-(trifluoromethyl)phenyl)-4,5,6,7-tetrahydrothieno[2,3-c]pyridine-3-carboxamide N=1C=C(N2C1C=CC=C2)C(=O)N2CC1=C(CC2)C(=CS1)C(=O)NC1=CC(=CC(=C1)C(F)(F)F)OCCN1CCNCC1